5-(1-(2,2-difluoroethyl)-2-methyl-1H-imidazo[4,5-b]pyridin-6-yl)-N-(cis-3-ethoxycyclobutyl)pyrrolo[2,1-f][1,2,4]triazin-2-amine FC(CN1C(=NC2=NC=C(C=C21)C=2C=CN1N=C(N=CC12)N[C@@H]1C[C@@H](C1)OCC)C)F